CC=1C=CC2=C(N=C(O2)C=2C=C(C=CC2)NC(CC2CCOCC2)=O)C1 N-(3-(5-methylbenzo[d]oxazol-2-yl)phenyl)-2-(tetrahydro-2H-pyran-4-yl)acetamide